C(CCC)NC1=NC=NC(=N1)O 2-butylamino-4-hydroxy-1,3,5-triazine